ClC1=C2C(=C3C(=C4C(=NC3=C1)C1=CC3=C(C(N1C4)=O)COC([C@]3(O)CC)=O)CC(C(=O)N)(O)C3CC3)C=CO2 (((S)-4-chloro-8-ethyl-8-hydroxy-9,12-dioxo-8,9,12,14-tetrahydro-11H-furo[3,2-f]pyrano[3',4':6,7]indolizino[1,2-b]quinolin-15-yl)methyl)-2-cyclopropyl-2-hydroxyacetamide